ClC=1C=NC=C(C1[C@@H](C)OC=1C=C2C(=NNC2=CC1)C=1C=CC(=NC1)N1CCN(CC1)C(=O)N)Cl (R)-4-(5-(5-(1-(3,5-Dichloropyridin-4-yl)ethoxy)-1H-indazol-3-yl)pyridin-2-yl)piperazine-1-carboxamide